3-methyl-6-phenyl-5H-thiazolo[3,2-a]Pyridin-5-one CC1=CSC=2N1C(C(=CC2)C2=CC=CC=C2)=O